CN(CCCN=C=NCC)C N-(3-dimethylaminopropyl)-N'-ethylcarbodiimid